N-((1H-imidazol-4-yl)(phenyl)methyl)-4-methylaniline N1C=NC(=C1)C(NC1=CC=C(C=C1)C)C1=CC=CC=C1